3-(5-((trans-3-(3-cyclopropyl-4-(5-fluoro-6-methylpyridin-2-yl)-1H-pyrazol-1-yl)cyclobutyl)ethynyl)-1-oxoisoindolin-2-yl)piperidine-2,6-dione C1(CC1)C1=NN(C=C1C1=NC(=C(C=C1)F)C)[C@@H]1C[C@H](C1)C#CC=1C=C2CN(C(C2=CC1)=O)C1C(NC(CC1)=O)=O